NC[C@H](O)C=1C=NN(C1)C1=C(C=C(C#N)C=C1)OC1=NC(=NC(=C1)C1=C(C=CC=C1)Cl)C 4-[4-[(1R)-2-amino-1-hydroxyethyl]pyrazol-1-yl]-3-[6-(2-chlorophenyl)-2-methylpyrimidin-4-yl]oxybenzonitrile